COC1=CC=C(C=C1)C=1C(N(C=C2C1N=C(N=C2)SC)C=2C=C1C=CC=NC1=CC2)=O 8-(4-methoxyphenyl)-2-(methylsulfanyl)-6-(quinolin-6-yl)pyrido[4,3-d]pyrimidin-7(6H)-one